Cl.CN(C1CC=2C(=CSC2C(F)(F)F)CC1)C N,N-dimethyl-3-(trifluoromethyl)-4,5,6,7-tetrahydro-2-benzothiophen-5-amine hydrochloride